C(#N)C=1C=C(C=NC1N1N=CC=N1)NC(=O)C1=C(C(=NS1)C=1C2=CN(N=C2C=CC1)C)C1CC1 N-(5-cyano-6-(2H-1,2,3-triazol-2-yl)pyridin-3-yl)-4-cyclopropyl-3-(2-methyl-2H-indazol-4-yl)isothiazole-5-carboxamide